triphenylsulfonium (adamantan-1-ylmethoxycarbonyl)-difluoromethanesulfonate C12(CC3CC(CC(C1)C3)C2)COC(=O)C(S(=O)(=O)[O-])(F)F.C2(=CC=CC=C2)[S+](C2=CC=CC=C2)C2=CC=CC=C2